C1=CC=CC=2C3=CC=CC=C3C(C12)COC(=O)N[C@@H](CC(=O)OC(C)(C)C)C(=O)NCCN1N=CC(=N1)OC tert-butyl (S)-3-((((9H-fluoren-9-yl)methoxy)carbonyl)amino)-4-((2-(4-methoxy-2H-1,2,3-triazol-2-yl)ethyl) amino)-4-oxobutanoate